COC1=C(CNC=2N=C(C3=C(N2)C=C(C=N3)B(O)O)N[C@@H](CO)CCCC)C=CC(=C1)OC (R)-(2-((2,4-dimethoxybenzyl)amino)-4-((1-hydroxyhexane-2-yl)amino)pyrido[3,2-d]pyrimidin-7-yl)boronic acid